N-(5-((5-oxaspiro(3.4)octan-7-yl)methoxy)-1,3,4-thiadiazol-2-yl)-2'-chloro-5'-methoxy-6-methyl-(4,4'-bipyridine)-3-carboxamide C1CCC12OCC(C2)COC2=NN=C(S2)NC(=O)C=2C=NC(=CC2C2=CC(=NC=C2OC)Cl)C